tert-butyl 2-((6-(4-chlorobenzyl)pyridin-2-yl)methyl)acrylate ClC1=CC=C(CC2=CC=CC(=N2)CC(C(=O)OC(C)(C)C)=C)C=C1